C1(=CC=CC=C1)S(=O)(=O)C1=C(C=CC=C1C(=O)N)C1=CC=CC=C1 phenylsulfonyl-[1,1'-biphenyl]-3-carboxamide